FC=1C=C(C=CC1)S(=NC(=O)C=1C=NN(C1)C1=CC=C(C=C1)C1=NOC(=N1)C(F)(F)F)(=O)C N-((3-fluorophenyl)(methyl)(oxo)-λ6-sulfanylidene)-1-(4-(5-(trifluoromethyl)-1,2,4-oxadiazol-3-yl)phenyl)-1H-pyrazole-4-carboxamide